2-((1R)-1-cyclopropylethyl)phenol C1(CC1)[C@@H](C)C1=C(C=CC=C1)O